N-[4-(7-morpholinoquinazolin-5-yl)oxy-cyclohexyl]cyclopropanecarboxamide Tert-butyl-1,5-dimethyl-3-oxo-8-azabicyclo[3.2.1]octane-8-carboxylate C(C)(C)(C)OC(=O)N1C2(CC(CC1(CC2)C)=O)C.O2CCN(CC2)C2=CC(=C1C=NC=NC1=C2)OC2CCC(CC2)NC(=O)C2CC2